benzenehexanoic acid C1(=CC=CC=C1)CCCCCC(=O)O